CN1C(=NN=C1)S[C@@H](C)C=1C=C(N)C=CC1 3-[(1S)-1-[(4-methyl-4H-1,2,4-triazol-3-yl)sulfanyl]ethyl]aniline